FC(C(=O)O)(F)F.N1(CCC1)CCC1=C(C=CC2=CC=CC=C12)O 1-(2-(azetidin-1-yl)ethyl)naphthalen-2-ol trifluoroacetate